chloro-3,4,5,6-tetrahydro-[1,1'-biphenyl] ClC1=C(CCCC1)C1=CC=CC=C1